P(=S)([O-])([O-])[O-].[Cu+2].P(=S)([O-])([O-])[O-].[Cu+2].[Cu+2] copper thio-phosphate